2,2-dibromobutyric acid BrC(C(=O)O)(CC)Br